FC=1C=C(C#N)C=CC1COC1=NC(=CC=C1)C1CCN(CC1)CC1=NC2=C(N1CC1=CN=CS1)C=C(C=C2)C2=NC(NO2)=O 3-fluoro-4-(((6-(1-((6-(3-oxo-2,3-dihydro-1,2,4-oxadiazol-5-yl)-1-(thiazol-5-ylmethyl)-1H-benzo[d]imidazol-2-yl)methyl)piperidin-4-yl)pyridin-2-yl)oxy)methyl)benzonitrile